1-(3,4-dimethyl-2-(oxazol-4-yl)-2H-pyrazolo[3,4-d]pyridazin-7-yl)-N-(3-(dimethylamino)propyl)piperidine-4-carboxamide CC=1N(N=C2C(=NN=C(C21)C)N2CCC(CC2)C(=O)NCCCN(C)C)C=2N=COC2